S(C)(=O)(=O)[O-].C(C)[N+]1=C(C=CC=C1)CC 1,2-diethylpyridinium mesylate